5-Chloro-N-(4-(5-(furan-2-yl)-1,3,4-oxadiazol-2-yl)pyridin-2-yl)-2-methoxybenzamide ClC=1C=CC(=C(C(=O)NC2=NC=CC(=C2)C=2OC(=NN2)C=2OC=CC2)C1)OC